ClC1=C(C(=C(C=C1)O)C)C 4-chloro-2,3-dimethylphenol